N6-cyclohexyl-3-cyclopropyl-N8-(pyridin-2-ylmethyl)-[1,2,4]triazolo[4,3-b]pyridazine-6,8-diamine C1(CCCCC1)NC=1C=C(C=2N(N1)C(=NN2)C2CC2)NCC2=NC=CC=C2